1-(4-isopropylphenyl)eth-anol C(C)(C)C1=CC=C(C=C1)C(C)O